[C@@H]12OC[C@@H](N(C1)C1CCN(CC1)C1=C(C=C(C(=C1)OC)NC1=NC=NC(=C1)N1OCC[C@@H]1C1=C(C(=C(C=C1)F)F)F)NC(C=C)=O)C2 N-(2-(4-((1S,4S)-2-oxa-5-azabicyclo[2.2.1]heptane-5-yl)piperidine-1-yl)-4-methoxy-5-((6-((R)-3-(2,3,4-trifluorophenyl)isoxazolidine-2-yl)pyrimidine-4-yl)amino)phenyl)acrylamide